rac-(R)-1-(5-(2,6-dioxopiperidin-3-yl)pyridin-2-yl)piperidine-4-carbaldehyde O=C1NC(CC[C@@H]1C=1C=CC(=NC1)N1CCC(CC1)C=O)=O |r|